FC1=CC(=C(OC2=NC=C(C=C2C(=O)NC2=CC(=NC=C2)OC)C(F)(F)F)C=C1)OC 2-(4-fluoro-2-methoxy-phenoxy)-N-(2-methoxy-4-pyridyl)-5-(trifluoromethyl)pyridine-3-carboxamide